C1(CCCCC1)C1=CC=C(C=C1)C(C)OC([C@@H](NC(=O)C1=NC=CC(=C1O)NC=O)C)=O [[4-(formylamino)-3-hydroxy-2-pyridinyl]carbonyl]-L-alanine 1-(4-cyclohexylphenyl)ethyl ester